The molecule is an acyl-CoA that results from the formal condensation of the thiol group of coenzyme A with the carboxy group of 2,6-dihydroxycyclohexane-1-carboxylic acid. It has a role as a mouse metabolite. It derives from a cyclohexane-1-carbonyl-CoA. CC(C)(COP(=O)(O)OP(=O)(O)OC[C@@H]1[C@H]([C@H]([C@@H](O1)N2C=NC3=C(N=CN=C32)N)O)OP(=O)(O)O)[C@H](C(=O)NCCC(=O)NCCSC(=O)C4C(CCCC4O)O)O